methyl (2S)-2-(benzyloxycarbonylamino)-4-oxo-butyrate C(C1=CC=CC=C1)OC(=O)N[C@H](C(=O)OC)CC=O